5-fluoro-2-methyl-4-(6-(methyl-(7H-pyrrolo[2,3-d]pyrimidin-4-yl)amino)-2-azaspiro[3.3]heptane-2-carbonyl)benzonitrile FC=1C(=CC(=C(C#N)C1)C)C(=O)N1CC2(C1)CC(C2)N(C=2C1=C(N=CN2)NC=C1)C